C(#N)C1(CN(C1)C1CCC(CC1)NC(=O)C=1N=C(C=C2C1NN=C2)N2C=NC=C2)C N-((1s,4s)-4-(3-cyano-3-methylazetidin-1-yl)cyclohexyl)-5-(1H-imidazol-1-yl)-1H-pyrazolo[3,4-c]pyridine-7-carboxamide